C(#N)[C@H](CC=1N(C=NC1)C)NC(=O)[C@H](CC(C)C)NC(=O)C=1NC2=CC=CC(=C2C1)OC N-[(1S)-1-[[(S)-1-cyano-2-(3-methylimidazol-4-yl)ethyl]carbamoyl]-3-methyl-butyl]-4-methoxy-1H-indole-2-carboxamide